N-((4,6-dimethyl-2-oxo-1,2-dihydropyridin-3-yl)methyl)-5-(2',4-dioxospiro[cyclohexane-1,3'-indoline]-6'-yl)-3-(ethyl-(tetrahydro-2H-pyran-4-yl)amino)-2-methylbenzamide CC1=C(C(NC(=C1)C)=O)CNC(C1=C(C(=CC(=C1)C1=CC=C2C3(C(NC2=C1)=O)CCC(CC3)=O)N(C3CCOCC3)CC)C)=O